N-((2-(2,6-dioxopiperidin-3-yl)-1-oxoisoindolin-5-yl)methyl)-8-methyl-2H-chromene-3-carboxamide O=C1NC(CCC1N1C(C2=CC=C(C=C2C1)CNC(=O)C=1COC2=C(C=CC=C2C1)C)=O)=O